bis(2-ethylhexyl) γ-methyldodecanedioate CC(CCC(=O)OCC(CCCC)CC)CCCCCCCC(=O)OCC(CCCC)CC